ClC=1C=CC(=C(C1)C1=CC(N(C=C1OC)C(C(=O)NC1=CC=C2C=C(NC2=C1)C#N)CC1=CC=CC=C1)=O)C(CC)=O 2-(4-(5-chloro-2-propionylphenyl)-5-methoxy-2-oxopyridin-1(2H)-yl)-N-(2-cyano-1H-indol-6-yl)-3-phenylpropanamide